Cl.N[C@@H](C(C)C1=C(C(=CC=C1F)C)C)C1=NNC(O1)=O 5-[(1S)-1-amino-2-(6-fluoro-2,3-dimethylphenyl)propyl]-3H-1,3,4-oxadiazol-2-one hydrochloride